CC1(CCN(CC1)C=1OC2=C(C=C(C=C2C(C1)=O)C)C(C)N(C1=C(C(=O)O)C=CC=C1)C)C 2-[1-[2-(4,4-Dimethyl-1-piperidyl)-6-methyl-4-oxo-chromen-8-yl]ethyl-methyl-amino]benzoic acid